ON=C(C1=CC(=C(C=C1)OC)OC)N N'-hydroxy-3,4-dimethoxy-benzamidine